[6-(trifluoromethyl)pyridin-3-yl]carbamic acid tert-butyl ester C(C)(C)(C)OC(NC=1C=NC(=CC1)C(F)(F)F)=O